N-((1R,3S)-3-Acrylamidocyclopentyl)-5-(6-isobutoxy-4-methylpyridin-3-yl)-4-oxo-4,5-dihydro-3H-1-thia-3,5,8-triazaacenaphthylene-2-carboxamide C(C=C)(=O)N[C@@H]1C[C@@H](CC1)NC(=O)C=1SC=2N=CC=C3N(C(NC1C23)=O)C=2C=NC(=CC2C)OCC(C)C